ClC=1C=C(C=CC1F)C(C=1NC=C(N1)S(=O)(=O)N1CC(CC1)(F)F)C1=CC(=C(C=C1)F)F 2-((3-chloro-4-fluorophenyl)(3,4-difluorophenyl)methyl)-4-((3,3-difluoropyrrolidin-1-yl)sulfonyl)-1H-imidazole